(R)-(2,2-difluorocyclopropyl)(4-((5-(3-(2,2-difluoroethyl)-2-methyl-3H-imidazo[4,5-b]pyridin-5-yl)pyrrolo[2,1-f][1,2,4]triazin-2-yl)amino)piperidin-1-yl)methanone FC1([C@H](C1)C(=O)N1CCC(CC1)NC1=NN2C(C=N1)=C(C=C2)C2=CC=C1C(=N2)N(C(=N1)C)CC(F)F)F